C(#N)C=1C=2N(C=C(N1)C)C=C(N2)NC(=O)C2=C(C=C(C1=CN(N=C21)C)N2CCC(CC2)N(C(OC(C)(C)C)=O)CC)F tert-butyl N-[1-[7-[(8-cyano-6-methyl-imidazo[1,2-a]pyrazin-2-yl)carbamoyl]-6-fluoro-2-methyl-indazol-4-yl]-4-piperidyl]-N-ethyl-carbamate